2-methyl-2-[5-methyl-[2-(oxan-4-yloxy)ethyl]-6-(1,3-oxazol-2-yl)-2,4-dioxo-1H,2H,3H,4H-thieno[2,3-d]pyrimidin-3-yl]propanoic acid CC(C(=O)O)(C)N1C(N(C2=C(C1=O)C(=C(S2)C=2OC=CN2)C)CCOC2CCOCC2)=O